N-(pyridin-4-yl-methylene)methylamine N1=CC=C(C=C1)C=NC